N-(benzo[d][1,3]dioxol-5-ylmethyl)-4-(benzofuro[3,2-d]pyrimidin-4-yl)piperazine-1-carbothioamide O1COC2=C1C=CC(=C2)CNC(=S)N2CCN(CC2)C=2C1=C(N=CN2)C2=C(O1)C=CC=C2